N-(2-((5-chloro-2-(((6aS,8S)-2-methoxy-8-morpholino-6,6a,7,8,9,10-hexahydrobenzo[b]pyrido[1,2-d][1,4]oxazin-3-yl)amino)pyrimidin-4-yl)amino)phenyl)methanesulfonamide ClC=1C(=NC(=NC1)NC=1C(=CC2=C(OC[C@H]3N2CC[C@@H](C3)N3CCOCC3)C1)OC)NC1=C(C=CC=C1)NS(=O)(=O)C